rac-tert-butyl (R)-3-(2-methyl-5-((2-methylbenzyl)oxy)benzofuran-3-carboxamido)pyrrolidine-1-carboxylate CC=1OC2=C(C1C(=O)N[C@H]1CN(CC1)C(=O)OC(C)(C)C)C=C(C=C2)OCC2=C(C=CC=C2)C |r|